ClC1=C(C=C(C=C1)N(C(=O)OCC1CCC(CC1)COCC(=O)O)C1=CC=CC=C1)F 2-(((1r,4r)-4-(((4-chloro-3-fluorophenyl)(phenyl)carbamoyloxy)methyl)cyclohexyl)methoxy)acetic acid